N-(4-indolyl)thiazolium N1C=CC2=C(C=CC=C12)[N+]1=CSC=C1